C(C1=CC=CC=C1)OC=1C=C2C=CC(=C(C2=C(C1)Br)OCCO[C@H]1CN(CCCC1)C(=O)OC(C)(C)C)F tert-butyl (R)-3-(2-((6-(benzyloxy)-8-bromo-2-fluoronaphthalen-1-yl)oxy)ethoxy)azepane-1-carboxylate